ClC=1C=CC=C2C(C=C(OC12)C1=CC(=C(C=C1)O)C(C)C)=O 8-chloro-2-(4-hydroxy-3-isopropyl-phenyl)chromen-4-one